[Na+].CC1=CC=C(C=C1)S(=O)(=O)[O-] p-Toluenesulfonic Acid Sodium Salt